2-({8-[(3β)-cholest-5-en-3-yloxy]octyl}oxy)-N,N-dimethyl-3-[(9Z,12Z)-octadeca-9,12-diene-1-yloxy]propan-1-amine CC(C)CCC[C@@H](C)[C@H]1CC[C@H]2[C@@H]3CC=C4C[C@H](CC[C@]4(C)[C@H]3CC[C@]12C)OCCCCCCCCOC(CN(C)C)COCCCCCCCC\C=C/C\C=C/CCCCC